[N].C(=C)C1=NC=CC(=C1)[N+](=O)[O-] vinyl-4-nitropyridine nitrogen